CN(C1=CC(=C(C=C1)OC)NC([C@@H](N(C)C)C)=O)C1=CC(OC2=CC=CC=C12)=O 4-(N-methyl-N-(3-(N,N-dimethyl-L-alanylamino)-4-methoxyphenyl)-amino)coumarin